C(=O)O.ClC1=C(C=CC=C1Cl)N1CCN(CC1)CCCN1C=NC2=C(C1=O)CCCC1=C2C=CC=C1 3-(3-(4-(2,3-dichlorophenyl)piperazin-1-yl)propyl)-3,5,6,7-tetrahydro-4H-benzo[6,7]cyclohepta[1,2-d]pyrimidin-4-one formate